(4'-fluoro-[1,1'-biphenyl]-4-yl)methanol 5,6-dihydropyridin-1(2H)-carboxylate N1(CC=CCC1)C(=O)OCC1=CC=C(C=C1)C1=CC=C(C=C1)F